(3,4-epoxycyclohexyl)-ethyl-triethoxysilane C1(CC2C(CC1)O2)C(C)O[Si](OCC)(OCC)CC